NC=1N=C(C=C2C=C(N=CC12)NC(=O)[C@H]1[C@H](C1)C)Cl |r| (±)-cis-N-(8-amino-6-chloro-2,7-naphthyridin-3-yl)-2-methylcyclopropanecarboxamide